FC1([C@@H](COC1)NC(N(C)[C@@H](C)C1=C(C=NC=C1)F)=O)F 3-[(3R)-4,4-difluorotetrahydrofuran-3-yl]-1-[(1S)-1-(3-fluoro-4-pyridyl)ethyl]-1-methyl-urea